4-hydroxy-2,2,6-trimethyl-cyclohexanone OC1CC(C(C(C1)C)=O)(C)C